3-chlorobenzyl (Z)-3-amino-3-cyclopropylacrylate N\C(=C/C(=O)OCC1=CC(=CC=C1)Cl)\C1CC1